C1(=CC=C(C=C1)C(C(=O)NCC=1SC=C2C1CN(C2=O)C2C(NC(CC2)=O)=O)=O)C2=CC=CC=C2 2-([1,1'-biphenyl]-4-yl)-N-((5-(2,6-dioxopiperidin-3-yl)-4-oxo-5,6-dihydro-4H-thieno[3,4-c]pyrrol-1-yl)methyl)-2-oxoacetamide